C1(CC1)C(=O)NC=1N=C2N(C(=CC=C2)C=2C=C(C(=NC2)OC)C2=CC=C(O2)P(O)(O)=O)C1 [5-[5-[2-(cyclopropanecarbonylamino)imidazo[1,2-a]pyridin-5-yl]-2-methoxy-3-pyridyl]-2-furyl]phosphonic acid